C(#N)C1=CC=C(C(=O)NC2(CCC2)C2=CC=C(C=C2)C=2C=NC(=CC2C)C2CC2)C=C1 4-cyano-N-(1-(4-(6-cyclopropyl-4-methylpyridin-3-yl)phenyl)cyclobutyl)benzamide